3,3-diisopropoxypropyl-magnesium chloride C(C)(C)OC(CC[Mg]Cl)OC(C)C